C(C)C(CC1=CC=2SC(=CC2S1)C1=NC=CC=2C1=NSN2)CCCC 5-(2-ethylhexyl)thieno[3,2-b]thiophen-2-yl-1,2,5-thiadiazolo[3,4-c]pyridine